2-((((2,4-dimethoxybenzyl)imino)methylene)amino)-5-fluoro-3-methoxybenzonitrile COC1=C(CN=C=NC2=C(C#N)C=C(C=C2OC)F)C=CC(=C1)OC